C(C)(=O)NC=1SC(=CN1)S(=O)(=O)N1CCN(CC1)C[C@H](C)NC1=NC=NC2=C(C=CC=C12)C(=O)OC methyl 4-{[(2S)-1-{4-[(2-acetamido-1,3-thiazol-5-yl)sulfonyl]piperazin-1-yl}propan-2-yl]amino}quinazoline-8-carboxylate